NC1=NC=NN2C1=C(C(=C2CN2CC(NCC2)=O)COC)C=2SC1=C(C2)C=C(C=C1OC)C 4-[[4-amino-6-(methoxymethyl)-5-(7-methoxy-5-methyl-1-benzothien-2-yl)pyrrolo[2,1-f][1,2,4]triazin-7-yl]methyl]piperazin-2-one